[N+](=O)([O-])C1=CC=C(C=C1)N1N=CC2=C1N=C1N(CCC3=C1NC1=CC=CC=C31)C2=O 1-(4-nitrophenyl)-6,7-dihydro-1H-pyrazolo[3'',4'':4',5']pyrimido[1',2':1,2]pyrido[3,4-b]indol-4(12H)-one